(2-(4-Fluoro-3-methylphenyl)pyridin-3-yl)-1-(2-(4-methylpiperazin-1-yl)ethyl)-1H-benzo[d]imidazole FC1=C(C=C(C=C1)C1=NC=CC=C1C1=NC2=C(N1CCN1CCN(CC1)C)C=CC=C2)C